3-chloro-2-cyclopropoxy-5-(methyl(4-(2-(methylsulfonyl)quinoxalin-6-yl)phenyl)amino)benzonitrile ClC=1C(=C(C#N)C=C(C1)N(C1=CC=C(C=C1)C=1C=C2N=CC(=NC2=CC1)S(=O)(=O)C)C)OC1CC1